CSC(N)=N 2-methyl-isothiourea